C1(=CC=CC=C1)NC(C(=O)NC1=CC=CC=C1)=O diphenylethanediamide